dodecyl-bis(2-hydroxyethyl)methylammonium C(CCCCCCCCCCC)[N+](C)(CCO)CCO